C(C=C)(=O)OCCCCOC(C(=C)C)=O.C(OCC(C)=C)(OCC(C)=C)=O Dimethallyl carbonate 4-prop-2-enoyloxybutyl-2-methylprop-2-enoate